N1CCC12CC(OC2)=O 7-oxaazaspiro[3.4]octan-6-one